(S)-9-(6-Difluoromethoxy-pyridin-3-yl)-2-((R)-3-methylmorpholin-4-yl)-8-trifluoromethyl-6,7,8,9-tetrahydro-pyrimido[1,2-a]-pyrimidin-4-one FC(OC1=CC=C(C=N1)N1[C@@H](CCN2C1=NC(=CC2=O)N2[C@@H](COCC2)C)C(F)(F)F)F